C1(=CC=CC=C1)C[C@@H](C(=O)O)O[Si](C(C)C)(C(C)C)C(C)C (2S)-3-phenyl-2-triisopropylsilyloxy-propionic acid